[Ti].[La] lanthanum-titanium